N1=CC=C(C=C1)C1(OC(=C(C1=O)O)N)C 2-(4-pyridinyl)-2-methyl-4-hydroxy-5-amino-3(2H)-furanone